NC=1C=C(C=C(C1)C(F)(F)F)[C@@H](C)NC1=NC(=NC2=CC(=C(C=C12)OC)OCC1COC1)C (R)-N-(1-(3-amino-5-(trifluoromethyl)phenyl)ethyl)-6-methoxy-2-methyl-7-(oxetan-3-ylmethoxy)quinazolin-4-amine